(4-fluorophenyl)(imino)(methyl)-λ6-sulfanone FC1=CC=C(C=C1)S(=O)(C)=N